2-(1H-pyrazol-4-yl)piperazine N1N=CC(=C1)C1NCCNC1